tert-butylmethyl (2-(methylamino)ethyl)carbamate CNCCNC(OCC(C)(C)C)=O